7-Oxabicyclo(2.2.1)heptane C12CCC(CC1)O2